NC[C@H](C)N(C([C@@H](CC(=O)OC(C1=C(C=CC=C1)Cl)(C1=CC=CC=C1)C1=CC=CC=C1)CC1=CC(=CC=C1)OC(F)(F)F)=O)C (2-Chlorotrityl) (R)-4-(((S)-1-aminopropan-2-yl)(methyl)amino)-4-oxo-3-(3-(trifluoromethoxy) benzyl)butanoate